tribromo(pentan-2-yl)silane Br[Si](C(C)CCC)(Br)Br